N-Cyclopropyl-5-methyl-2-isopropylcyclohexancarboxamid C1(CC1)NC(=O)C1C(CCC(C1)C)C(C)C